5-ethyl-4-hydroxy-3-isopropyl-pyrazol C(C)C1=C(C(=NN1)C(C)C)O